(2S,4R)-1-[(2S)-2-[4-(2-chlorophenyl)triazol-1-yl]-3,3-dimethyl-butanoyl]-4-hydroxy-N-methyl-pyrrolidine-2-carboxamide ClC1=C(C=CC=C1)C=1N=NN(C1)[C@H](C(=O)N1[C@@H](C[C@H](C1)O)C(=O)NC)C(C)(C)C